N-(5-((2-(4-hydroxypiperidin-1-yl)ethyl)carbamoyl)-3-methylthiophen-2-yl)-2-(1-methyl-1H-pyrazol-4-yl)pyrazolo[5,1-b]thiazole-7-carboxamide OC1CCN(CC1)CCNC(=O)C1=CC(=C(S1)NC(=O)C=1C=NN2C1SC(=C2)C=2C=NN(C2)C)C